5-Chloro-N-(3,5-dimethoxyphenyl)-2-ethynyl-N-(1-(4-fluorobenzyl)-2-oxopyrrolidin-3-yl)thiazole-4-carboxamide ClC1=C(N=C(S1)C#C)C(=O)N(C1C(N(CC1)CC1=CC=C(C=C1)F)=O)C1=CC(=CC(=C1)OC)OC